CSC1=CC=C(CNC(=O)[C@@H]2CN(CCC2)C=2C3=C(N=CN2)NC(=C3)C3=CC=C(C=C3)C(F)(F)F)C=C1 (S)-N-(4-(methylthio)benzyl)-1-(6-(4-(trifluoromethyl)phenyl)-7H-pyrrolo[2,3-d]pyrimidin-4-yl)piperidine-3-carboxamide